C(CCCCCCC)OC(CCC(=O)OCCC1(CCN(CC1)CCCCOCC1=CC=CC=C1)CCO)OCCCCCCCC 2-(1-(4-(benzyloxy)butyl)-4-(2-hydroxyethyl)piperidin-4-yl)ethyl 4,4-bis(octyloxy)butanoate